(S)-2-(2-methyl-3-(6-(trifluoromethyl)pyridin-3-yl)propyl)-7-thia-2-azaspiro[3.5]nonane 7,7-dioxide C[C@H](CN1CC2(C1)CCS(CC2)(=O)=O)CC=2C=NC(=CC2)C(F)(F)F